C(CC)NC(=O)C=1[N+](=NC2=CC=CC=C2C1)[O-] 3-(propylcarbamoyl)cinnoline 2-oxide